ClC=1C=C(C(NC1)=O)NC(OC(C)(C)C)=O tert-butyl (5-chloro-2-oxo-1,2-dihydropyridin-3-yl)carbamate